3-Nitroo-xylene [N+](=O)([O-])C1=C(C(=CC=C1)C)C